N-(5-(4-(1-methyl-3-(3-methyl-5-(trifluoromethyl)phenyl)ureido)piperidin-1-yl)pyrazin-2-yl)acetamide CN(C(=O)NC1=CC(=CC(=C1)C(F)(F)F)C)C1CCN(CC1)C=1N=CC(=NC1)NC(C)=O